C1(CC1)COC=1C=C(C(=C(C(=O)OC)C1)F)C=1SC(=CN1)C Methyl 5-(cyclopropylmethoxy)-2-fluoro-3-(5-methylthiazol-2-yl)benzoate